ONC(CCCNC1=C(C=C(C=C1)S(=O)(=O)NC(C1=C(C=C(C=C1)NC(C=CC1=C(C=CC=C1)C)=O)OC1=CC=CC=C1)=O)[N+](=O)[O-])=O N-(4-(4-(hydroxyamino)-4-oxobutylamino)-3-nitrobenzenesulfonyl)-2-phenoxy-4-(3-(2-methylphenyl)acryloylamino)benzamide